FC(OC=1C=C(C=NC1)C=1C=C(N(N1)C(C)C)C1[C@@H]2CC(C[C@H]12)=O)F (1S,5R)-6-[5-[5-(difluoromethoxy)-3-pyridyl]-2-isopropyl-pyrazol-3-yl]bicyclo[3.1.0]hexan-3-one